6-(3-Bromo-1-(3-chloropyridin-2-yl)-1H-pyrazol-5-carboxamido)-N-(cyanomethyl)-5-methylpyrazolo[1,5-a]pyridin-7-carboxamid BrC1=NN(C(=C1)C(=O)NC=1C(=CC=2N(C1C(=O)NCC#N)N=CC2)C)C2=NC=CC=C2Cl